ClC=1C=C(C=CC1Cl)C1=NN2C(=NC=C(C2=N1)C)Cl 2-(3,4-dichlorophenyl)-5-chloro-8-methyl[1,2,4]triazolo[1,5-c]pyrimidine